C1(CC1)OC1=CC=C(C=N1)CN1C2CN(CC1C2)C2=CC=C(C=N2)C=2C=1N(C=C(C2)OCC(C)(C)O)N=CC1C#N 4-(6-(6-((6-Cyclopropoxypyridin-3-yl)methyl)-3,6-diazabicyclo[3.1.1]heptan-3-yl)pyridin-3-yl)-6-(2-hydroxy-2-methylpropoxy)pyrazolo[1,5-a]pyridine-3-carbonitrile